C(C)(C)(C)OC(=O)N1CC(C1)(O)C=1C=2N(C=C(C1)C1CC1)C=C(N2)CNC2=CC(=NC=C2)Br tert-butyl-3-(2-(((2-bromopyridin-4-yl)amino) methyl)-6-cyclopropylimidazo[1,2-a]pyridin-8-yl)-3-hydroxyazetidine-1-carboxylate